C(#N)C1=CC=C(C=C1)C1=CC=C(C=C1)C1=CC(=CC=C1)C=1OC2=C(N1)C(=CC(=C2)C2=CC=CC1=CC=CC=C21)C2=CC=CC1=CC=CC=C21 2-(4''-cyano-[1,1':4',1'']terphenyl-3-yl)-4,6-di(naphthalen-1-yl)-benzoxazole